tert-Butyl 2-[[8-(benzhydrylideneamino)-3,7-dimethyl-2,6-dioxo-purin-1-yl]methyl]-4-chloro-indole-1-carboxylate C(C1=CC=CC=C1)(C1=CC=CC=C1)=NC1=NC=2N(C(N(C(C2N1C)=O)CC=1N(C2=CC=CC(=C2C1)Cl)C(=O)OC(C)(C)C)=O)C